C1(CCC1)CN1C(N(CC12CCC(CC2)(C2=CC=CC=C2)N(C)C)C2=NC=C(C=N2)C#N)=O cis-2-[1-(cyclobutyl-methyl)-8-dimethylamino-2-oxo-8-phenyl-1,3-diazaspiro[4.5]decan-3-yl]-pyrimidine-5-carbonitrile